ClC1=C(C2=C(N=C(N2)CCl)C=C1)CCCS(=O)(=O)C 3-[5-chloro-2-(chloromethyl)benzimidazolyl]-1-(methylsulfonyl)propane